5-[4-tert-butylphenylsulfanyl]-2,4-quinazolinediamine C(C)(C)(C)C1=CC=C(C=C1)SC1=C2C(=NC(=NC2=CC=C1)N)N